N1C(=NC2=NC=CC=C21)C=2C=C1CN(C(C1=CC2)=O)C2C(NC(CC2)=O)=O 3-(5-(1H-imidazo[4,5-b]pyridin-2-yl)-1-oxoisoindolin-2-yl)piperidine-2,6-dione